O(C1=CC=CC=C1)CC1=NN=C(O1)C1=NC=C(C=C1N)S(=O)(=O)C1=CC=C(C=C1)OC(F)(F)F 2-[5-(phenoxymethyl)-1,3,4-oxadiazol-2-yl]-5-[4-(trifluoromethoxy)benzene-1-sulfonyl]pyridin-3-amine